lysine dicarbamate C(N)(O)=O.C(N)(O)=O.N[C@@H](CCCCN)C(=O)O